CN1N=C(C=C1)CN1[C@H](CCCC1)C(=O)O (R)-1-((1-methyl-1H-pyrazol-3-yl)methyl)piperidine-2-carboxylic acid